1-azacyclododecane N1CCCCCCCCCCC1